C(C)(=O)NC=1NC(C=2N=CN(C2N1)[C@H]1C[C@H](C1)COP(=O)(OC1=CC=CC=C1)N[C@@H](C)C(=O)OC(C)C)=O isopropyl (((cis-3-(2-acetamido-6-oxo-1,6-dihydro-9H-purin-9-yl)cyclobutyl)methoxy)(phenoxy)phosphoryl)-L-alaninate